4-(4-nitrophenoxy)cyclohexanone [N+](=O)([O-])C1=CC=C(OC2CCC(CC2)=O)C=C1